FC(C=1C=C(C=CC1F)C(C=1N(C(=C(N1)SC)C)COCC[Si](C)(C)C)C1=CC(=C(C=C1)F)C(F)F)F 2-(bis(3-(difluoromethyl)-4-fluorophenyl)methyl)-5-methyl-4-(methylthio)-1-((2-(trimethylsilyl)ethoxy)methyl)-1H-imidazole